N-{(5S)-8-Chloro-1-[trans-4-(pyridin-2-yloxy)cyclohexyl]-5,6-dihydro-4H-[1,2,4]triazolo[4,3-a][1]benzazepin-5-yl}-1-methylpiperidin-4-carboxamid ClC=1C=CC2=C(C[C@@H](CC=3N2C(=NN3)[C@@H]3CC[C@H](CC3)OC3=NC=CC=C3)NC(=O)C3CCN(CC3)C)C1